methyl 5-amino-4-(4-(4-((methyl(2-morpholinoethyl)amino)methyl)benzyloxy)-1-oxoisoindolin-2-yl)-5-oxopentanoate NC(C(CCC(=O)OC)N1C(C2=CC=CC(=C2C1)OCC1=CC=C(C=C1)CN(CCN1CCOCC1)C)=O)=O